N-(3-(trifluoromethyl)phenyl)-N'-(6-(trifluoromethyl)pyridin-2-yl)-6-morpholino-[1,3,5]triazine-2,4-diamine FC(C=1C=C(C=CC1)NC1=NC(=NC(=N1)NC1=NC(=CC=C1)C(F)(F)F)N1CCOCC1)(F)F